3-({[(3S)-1-[6-(Aminomethyl)pyridin-3-yl]piperidin-3-yl][(2-methylpyridin-4-yl)methyl]amino}methyl)-1-methyl-1,4-dihydroquinolin-4-one hydrochloride Cl.NCC1=CC=C(C=N1)N1C[C@H](CCC1)N(CC1=CC(=NC=C1)C)CC1=CN(C2=CC=CC=C2C1=O)C